2-(2H-1,2,3-benzotriazole-2-yl)-N,N-dibenzyl-aniline N=1N(N=C2C1C=CC=C2)C2=C(N(CC1=CC=CC=C1)CC1=CC=CC=C1)C=CC=C2